tert-butyl ((S)-1-((2S,4R)-2-(((S)-1-(4-((S)-2-cyanopyrrolidin-1-yl)phenyl)ethyl)carbamoyl)-4-hydroxypyrrolidin-1-yl)-3,3-dimethyl-1-oxobutan-2-yl)carbamate C(#N)[C@H]1N(CCC1)C1=CC=C(C=C1)[C@H](C)NC(=O)[C@H]1N(C[C@@H](C1)O)C([C@H](C(C)(C)C)NC(OC(C)(C)C)=O)=O